dicarboxyl-chloroporphin C(=O)(O)N1C=2C=CC1=CC=1C=CC(=CC3=CC(=C(N3C(=O)O)C=C3C=CC(C2)=N3)Cl)N1